CC([C@@H](C(=O)O)NS(=O)(=O)C=1C=CC2=C(SC3=C2C=CC(=C3)NC(=O)NC3=CC=NC=C3)C1)C (S)-3-methyl-2-(7-(3-pyridin-4-ylureido)dibenzo[b,d]thiophene-3-sulfonamido)butanoic acid